(4-(7-methoxyquinolin-4-yl)piperazin-1-yl)methanone COC1=CC=C2C(=CC=NC2=C1)N1CCN(CC1)C=O